4-(1,2,2-triphenylethenyl)phenol C1(=CC=CC=C1)C(=C(C1=CC=CC=C1)C1=CC=CC=C1)C1=CC=C(C=C1)O